OC=1C(=CC2=CC(=C(C=C2C1)O)S(=O)(=O)[O-])S(=O)(=O)[O-].[Na+].[Na+] disodium 3,6-dihydroxy-2,7-naphthalenedisulfonate